CN(C(/C=C/CC[C@H](C(=O)NC=1C(N(C=CC1)CC1=CC=2C(=C(N=CC2F)CC(C)C)N1)=O)CN(C([O-])=O)C)=O)C (S,E)-7-(Dimethylamino)-1-((1-((4-fluoro-7-isobutyl-1H-pyrrolo[2,3-c]pyridin-2-yl)methyl)-2-oxo-1,2-dihydropyridin-3-yl)amino)-1,7-dioxohept-5-en-2-yl-dimethylcarbamat